C(#N)C1=CC=C2C=CN(C2=C1)CC1=CC=CC2=CC=CC=C12 6-cyano-1-(naphthalen-1-ylmethyl)-1H-indole